NC1=C(C([C@@](O1)([2H])C1=CC=C(C(=O)[O-])C=C1)=O)OS(=O)(=O)C([2H])([2H])C1=CC=CC=C1.[K+] potassium (R)-4-(5-amino-3-oxo-4-(((phenylmethyl-d2)sulfonyl)oxy)-2,3-dihydrofuran-2-yl-2-d)benzoate